C(C)OC(C(C(=O)OCC)(CC1=C(C=CC=C1)C#N)NC(C)=O)=O 2-acetamido-2-(2-cyanobenzyl)malonic acid diethyl ester